ClC1=C(C(=O)NC2=C(C(=CC(=C2)F)C=2NC=3C(=NC(=CC3)Cl)N2)C)C=CC(=C1F)F 2-chloro-N-(3-(5-chloro-1H-imidazo[4,5-b]pyridin-2-yl)-5-fluoro-2-methylphenyl)-3,4-difluorobenzamide